1-(5-bromo-3,4-dihydro-1H-isoquinolin-2-yl)prop-2-en-1-one BrC1=C2CCN(CC2=CC=C1)C(C=C)=O